[N+](=O)([O-])C=1C=CC=C(C(=O)N)C1 5-nitro-benzamide